(R)-(5-(5-methoxypyridin-2-yl)-1,3,4-oxadiazol-2-yl)(4-(7-methylpyrazolo[1,5-a]pyridin-2-yl)-6,7-dihydro-1H-imidazo[4,5-c]pyridin-5(4H)-yl)methanone COC=1C=CC(=NC1)C1=NN=C(O1)C(=O)N1[C@H](C2=C(CC1)NC=N2)C2=NN1C(C=CC=C1C)=C2